di-n-propyl peroxydicarbonate C(=O)(OCCC)OOC(=O)OCCC